C1CCC(C1)NC2=C3C(=NC=N2)N(C=N3)[C@H]4[C@@H]([C@@H]([C@H](O4)CO)O)O N6-cyclopentyladenosine